COC1=CC=C(C=N1)[C@@H]1CN(C[C@H](C1)C)C(=O)OC(C)(C)C trans-tert-Butyl 3-(6-methoxypyridin-3-yl)-5-methylpiperidine-1-carboxylate